[oxido-[(2E,6E,10E)-3,7,11,15-tetramethylhexadeca-2,6,10,14-tetraenoxy]phosphoryl] phosphate P(=O)(OP(=O)(OC\C=C(\CC\C=C(\CC\C=C(\CCC=C(C)C)/C)/C)/C)[O-])([O-])[O-]